[4-(4-tert-butylphenyl)-2-isopropyl-1H-inden-1-yl][4-(4-tert-butylphenyl)-2-methyl-5,6,7,8-tetrahydro-1H-cyclopenta[b]naphthalen-1-yl]dimethylsilane C(C)(C)(C)C1=CC=C(C=C1)C1=C2C=C(C(C2=CC=C1)[Si](C)(C)C1C(=CC=2C1=CC=1CCCCC1C2C2=CC=C(C=C2)C(C)(C)C)C)C(C)C